NC(CCNNC([C@H](CC(C)(C)C)NC(=O)C1=NC2=C(N1)C=CC=C2)=O)=O (S)-N-(1-(2-(3-amino-3-oxopropyl)hydrazino)-4,4-dimethyl-1-oxopentan-2-yl)-1H-benzo[d]imidazole-2-carboxamide